FC1=C(C=CC(=C1)[N+](=O)[O-])C1=NC=NC2=CC(=C(C=C12)C)O 4-(2-fluoro-4-nitrophenyl)-6-methyl-quinazolin-7-ol